3-amino-N-(3-(4-amino-4-methylpiperidin-1-yl)pyridin-2-yl)-6-(5-methoxy-3-(trifluoromethyl)pyridin-2-yl)pyrazine-2-carboxamide NC=1C(=NC(=CN1)C1=NC=C(C=C1C(F)(F)F)OC)C(=O)NC1=NC=CC=C1N1CCC(CC1)(C)N